O=C1NC(CCC1NC1=CC=C(C=C1)C1CC(N(CC1)CC=O)=O)=O 2-[4-[4-[(2,6-dioxo-3-piperidyl)amino]phenyl]-2-oxo-1-piperidyl]acetaldehyde